1-[7-fluoro-3-oxo-4-(prop-2-yn-1-yl)-3,4-dihydro-2H-1,4-benzoxazin-6-yl]-3-propyl-2-thioxoimidazolidin-4,5-dione FC1=CC2=C(N(C(CO2)=O)CC#C)C=C1N1C(N(C(C1=O)=O)CCC)=S